ClC1=C(CCN(C1)C)C1=C(C=C(C(=C1)OC1CC1)[N+](=O)[O-])C 5-chloro-4-(5-cyclopropoxy-2-methyl-4-nitro-phenyl)-1-methyl-1,2,3,6-tetrahydro-pyridine